O1CCN(CC1)C1CC2(CN(C2)C(=O)OC(C)(C)C)CC1 tert-butyl 6-morpholino-2-azaspiro[3.4]octane-2-carboxylate